SCCC(C1=CC(=C(C(=C1)C(C)(C)C)O)C(C)(C)C)C(C(=O)OCCCCCCCCCCCC)(C(=O)OCCCCCCCCCCCC)CC1=CC(=C(C(=C1)C(C)(C)C)O)C(C)(C)C di-dodecyl mercaptoethyl-2,2-bis(3,5-di-tert-butyl-4-hydroxybenzyl)malonate